(1-(1-methyl-1H-indazol-5-yl)-2-oxabicyclo[2.2.2]oct-4-yl)methanol CN1N=CC2=CC(=CC=C12)C12OCC(CC1)(CC2)CO